(S)-1-(4-fluoro-1-(methyl-d3)-1H-indazole-5-yl)-3-(2-(4-fluoro-3,5-dimethylphenyl)-4-methyl-4,5,6,7-tetrahydro-2H-pyrazolo[4,3-c]pyridine-3-yl)-1,3-dihydro-2H-imidazol-2-one FC1=C2C=NN(C2=CC=C1N1C(N(C=C1)C=1N(N=C2C1[C@@H](NCC2)C)C2=CC(=C(C(=C2)C)F)C)=O)C([2H])([2H])[2H]